C(CCCCCCCCCCCCCCC)(=O)N[C@@H](CC1=CC=C(C=C1)O)C(=O)O N-palmitoyl-tyrosine